COC(=O)C1=CC2=C(CN(CCO2)C(=O)C2OC3(CCN(CC3)C(=O)OC(C)(C)C)C3=CC=CC=C23)C=C1 tert-Butyl 3-(8-(methoxycarbonyl)-2,3,4,5-tetrahydrobenzo[f][1,4]oxazepine-4-carbonyl)-3H-spiro[isobenzofuran-1,4'-piperidine]-1'-carboxylate